bis(3,4-epoxycyclohexyl methyl)oxalate C1(CC2C(CC1)O2)COC(C(=O)OCC2CC1C(CC2)O1)=O